6-chloro-5-(difluoromethyl)-N,N-bis(4-methoxybenzyl)-4-methylpyridin-2-amine ClC1=C(C(=CC(=N1)N(CC1=CC=C(C=C1)OC)CC1=CC=C(C=C1)OC)C)C(F)F